CC=1OC2=C(C1)C=C(C=C2)OC(CC)N ((2-methylbenzofuran-5-yl)oxy)propan-1-amine